C(C1=CC=CC=C1)OC(=O)NC(C)(C)C1=CC(=NC(=C1)CC1=CC=C(C=C1)F)OC1[C@@H]2CN(C[C@H]12)C(=O)OC(C)(C)C tert-butyl (1R,5S,6s)-6-((4-(2-(((benzyloxy)carbonyl)amino)propan-2-yl)-6-(4-fluorobenzyl)pyridin-2-yl)oxy)-3-azabicyclo[3.1.0]hexane-3-carboxylate